5-bromo-8-chloro-3,4-dihydro-2H-pyrano[2,3-f]quinazolin-10-ol BrC1=C2C(=C3C(=NC(=NC3=C1)Cl)O)OCCC2